N-(2-(4-amino-3-(4-((5-fluoro-2-methoxybenzamido)methyl)phenyl)-1H-pyrazolo[3,4-d]pyrimidin-1-yl)cyclobutyl)-N-methyl-1H-1,2,4-triazole-1-carboxamide NC1=C2C(=NC=N1)N(N=C2C2=CC=C(C=C2)CNC(C2=C(C=CC(=C2)F)OC)=O)C2C(CC2)N(C(=O)N2N=CN=C2)C